methyl-(trimethylbutynyl)silane C[SiH2]C#CCC(C)(C)C